N-(2,3-dimethylbutyl)octane-1,8-diamine CC(CNCCCCCCCCN)C(C)C